2-chloro-4-(4-methylpiperazin-1-yl)pyrimidine ClC1=NC=CC(=N1)N1CCN(CC1)C